CC1=NC(=C2N1C=CN=C2)C=O (3-methylimidazo[1,5-a]pyrazin-1-yl)methanone